CC1([C@@H](COC1)N)C (S)-4,4-dimethyltetrahydrofuran-3-amine